ClC=1C=C(CCN2CC(CCCC2)COC2=CC=C(C=C2)S(=O)(=O)C)C=CC1 1-(3-chlorophenethyl)-3-((4-(methylsulfonyl)phenoxy)methyl)azepane